(R)-2-amino-6-((6-(2-(methylamino)ethoxy)pyridin-3-yl)methyl)-4-(pentan-2-ylamino)pyrido[4,3-d]pyrimidin-5(6H)-one NC=1N=C(C2=C(N1)C=CN(C2=O)CC=2C=NC(=CC2)OCCNC)N[C@H](C)CCC